(3aS,4S,5R,7S,7aS)-3a,4,5,6,7,7a-hexahydro-1H-4,7-methanoinden-5-yl acrylate C(C=C)(=O)O[C@H]1[C@@H]2[C@H]3C=CC[C@H]3[C@H](C1)C2